4-[1-(Difluoromethyl)-3-(5-fluoro-2-pyridyl)pyrazol-4-yl]-1H-pyrrolo[2,3-b]pyridine FC(N1N=C(C(=C1)C1=C2C(=NC=C1)NC=C2)C2=NC=C(C=C2)F)F